BrC1=CC=C2C(=NN(C2=C1F)C)N1C(NC(CC1)=O)=O 1-(6-Bromo-7-fluoro-1-methylindazol-3-yl)-1,3-diazinane-2,4-dione